2,4-dimethyl-3-{2-methyl-6-[4-(trifluoromethyl)phenoxy]pyrimidin-4-yl}-1-(4-methylbenzenesulfonyl)-1H,4H,5H-pyrrolo[3,2-b]pyridin-5-one CC1=C(C=2N(C(C=CC2N1S(=O)(=O)C1=CC=C(C=C1)C)=O)C)C1=NC(=NC(=C1)OC1=CC=C(C=C1)C(F)(F)F)C